FC1=CC2=C(N(C(CCO2)=O)CCCNC(OC(C)(C)C)=O)C=C1 tert-Butyl N-(3-(8-fluoro-4-oxo-2,3,4,5-tetrahydro-1,5-benzoxazepin-5-yl)propyl)carbamate